COC(=O)C1=CN(C2=CC=C(C=C12)N)CC1=CC(=CC=C1)C(F)(F)F 5-amino-1-(3-(trifluoromethyl)benzyl)-1H-indole-3-carboxylic acid methyl ester